C(C)(=O)NC1=CC=C(C=C1)C[C@H](C(=O)O)OC (R)-(+)-3-(4-acetamidophenyl)-2-methoxypropionic acid